6-(4-amino-2,6-dichlorophenoxy)-2-(3-methoxybenzyl)-3,4-dihydro-isoquinolin-1(2H)-one NC1=CC(=C(OC=2C=C3CCN(C(C3=CC2)=O)CC2=CC(=CC=C2)OC)C(=C1)Cl)Cl